NC1=NC(=NC=N1)C=1C=C(C=C(C1)Cl)C1(COC2(CC2)CN1C(C=C)=O)C 1-(6-(3-(4-amino-1,3,5-triazin-2-yl)-5-chlorophenyl)-6-methyl-4-oxa-7-azaspiro[2.5]octan-7-yl)prop-2-en-1-one